[N+](#[C-])N=P(C1=CC=CC=C1)(C1=CC=CC=C1)C1=CC=CC=C1 (N-isocyanoimino)triphenylphosphorane